ClC1=CC(=C(N=N1)C(=O)N)NC1=NC=NC(=C1OC)C1=NN(C(=C1)P(=O)(C1CC1)C1CC1)C 6-chloro-4-((6-(5-(dicyclopropylphosphoryl)-1-methyl-1H-pyrazol-3-yl)-5-methoxypyrimidin-4-yl)amino)pyridazine-3-carboxamide